3-(4-(trifluoromethyl)-1H-pyrazol-1-yl)propan-1-one FC(C=1C=NN(C1)CCC=O)(F)F